The molecule is a dioxolane that is 1,3-dioxolane substituted by a 1-phenylethyl group at position 2. It has a role as a metabolite. It is a dioxolane, a cyclic acetal and a member of benzenes. It derives from a hydride of a 1,3-dioxolane. CC(C1OCCO1)C2=CC=CC=C2